2,5-dibromo-3,4-bis-(3,3,3-trifluoro-propoxy)-thiophene BrC=1SC(=C(C1OCCC(F)(F)F)OCCC(F)(F)F)Br